C(C=C)[Sn](CCCC)(CCCC)CCCC allyltris(butyl)stannane